FC=1C=C(CNC(CCC2=NC=3C(=NC=CC3)N2CC2=CC=C(C=C2)OC)=O)C=CC1 N-(3-Fluoro-benzyl)-3-[3-(4-methoxy-benzyl)-3H-imidazo[4,5-b]pyridin-2-yl]-propionamide